C(C)N(C1=CC2=C(C(=CC(O2)=O)C)C=C1)CC 7-(Diethylamino)-4-methyl-2H-1-benzopyran-2-one